NC=1C=NN(C1)CC1(CCNCC1)O 4-((4-amino-1H-pyrazol-1-yl)methyl)piperidin-4-ol